2,6-di-isobutylpyridine C(C(C)C)C1=NC(=CC=C1)CC(C)C